ethyl 5-(benzyloxy)-8-bromo-2-(6-fluorobenzo[d]oxazol-2-yl)-6-methoxy-1,2,3,4-tetrahydroisoquinoline-3-carboxylate C(C1=CC=CC=C1)OC1=C2CC(N(CC2=C(C=C1OC)Br)C=1OC2=C(N1)C=CC(=C2)F)C(=O)OCC